3-cyclopropyl-5-(4-((5-(4-(methylsulfonyl)phenyl)thiazolo[5,4-b]pyridin-2-yl)oxy)piperidin-1-yl)-1,2,4-oxadiazol C1(CC1)C1=NOC(=N1)N1CCC(CC1)OC=1SC2=NC(=CC=C2N1)C1=CC=C(C=C1)S(=O)(=O)C